4-(3-amino-4-methyl-1H-indazol-5-yl)-N-(3-hydroxy-3-phenylcyclobutyl)-3-methylbenzenesulfonamide NC1=NNC2=CC=C(C(=C12)C)C1=C(C=C(C=C1)S(=O)(=O)NC1CC(C1)(C1=CC=CC=C1)O)C